(S)-3-methyl-3-(5-(2-((4-(trifluoromethyl)phenyl)amino)pyridin-3-yl)-1,3,4-oxadiazol-2-yl)piperidin-2-one C[C@@]1(C(NCCC1)=O)C=1OC(=NN1)C=1C(=NC=CC1)NC1=CC=C(C=C1)C(F)(F)F